CC(C)CCCC(CCCC(CCC)C)C 2,6,10-trimethyltridecane